(R)-3-((2-(2-(Benzyloxy)-4-(difluoromethyl)-6-hydroxybenzoyl)-1,2,3,4-tetrahydroisoquinolin-8-yl)amino)-1-methylpyrrolidin-2-one C(C1=CC=CC=C1)OC1=C(C(=O)N2CC3=C(C=CC=C3CC2)N[C@H]2C(N(CC2)C)=O)C(=CC(=C1)C(F)F)O